2,6-dichloro-9-(pyridin-3-yl)-9H-purine ClC1=NC(=C2N=CN(C2=N1)C=1C=NC=CC1)Cl